(1-{[2-methyl-4-(4-trifluoromethyl-benzyl)-4H-thieno[3,2-b]pyrrole-3-carbonyl]-amino}-cyclopropyl)-benzoic acid CC1=C(C=2N(C=CC2S1)CC1=CC=C(C=C1)C(F)(F)F)C(=O)NC1(CC1)C1=C(C(=O)O)C=CC=C1